[4-[6-chloro-3-[1-[2-(4,4-dimethyl-1-piperidyl)-3-methyl-4-oxo-6-(trifluoromethyl)chromen-8-yl]ethylamino]-2-pyridyl]-2-formyl-phenyl] trifluoromethanesulfonate FC(S(=O)(=O)OC1=C(C=C(C=C1)C1=NC(=CC=C1NC(C)C=1C=C(C=C2C(C(=C(OC12)N1CCC(CC1)(C)C)C)=O)C(F)(F)F)Cl)C=O)(F)F